P(O)(O)F fluorophosphorous acid